ClC1=C(C=CC=C1)C1CNC(=C1N=NC1=CC=C(C=C1)OCC)C1=CC=CC=C1 3-(o-chlorophenyl)-4-(p-ethoxyphenyl-diazenyl)-5-phenyl-2,3-dihydropyrrole